5-(5-(4-chloro-6-methylpyridin-3-yl)-1-propionyl-4,5-dihydro-1H-pyrazol-3-yl)-4-methylthieno[2,3-b]pyridin-6(7H)-one ClC1=C(C=NC(=C1)C)C1CC(=NN1C(CC)=O)C1=C(C2=C(NC1=O)SC=C2)C